FC(CN1C(=NC2=NC=C(C=C21)C=2C=CN1N=C(N=CC12)NCC1(CC1)C(F)(F)F)C)F 5-(1-(2,2-difluoroethyl)-2-methyl-1H-imidazo[4,5-b]pyridin-6-yl)-N-((1-(trifluoromethyl)cyclopropyl)methyl)pyrrolo[2,1-f][1,2,4]triazin-2-amine